FC1=CC=CC2=C1C(C1=CNN=C1C2)=O 5-fluoro-2,9-dihydro-4H-benzo[f]indazol-4-one